CC1=CC=2N(N=C1N1CC=3C=C(C=NC3CC1)C=1C=NN(C1)C1CCNCC1)C=CN2 6-(7-methylimidazo[1,2-b]pyridazin-6-yl)-3-[1-(4-piperidyl)pyrazol-4-yl]-7,8-dihydro-5H-1,6-naphthyridine